tert-butyl (8S,11S,15R)-15-methoxy-13,18-dimethyl-12-oxo-7,10,13,17,19,23,26-heptazapentacyclo[15.6.1.12,6.18,11.020,24]hexacosa-1(24),2(26),3,5,18,20,22-heptaene-10-carboxylate CO[C@H]1CN(C([C@H]2N(C[C@@H](NC3=CC=CC(C=4N=CC=C5N=C(N(C1)C45)C)=N3)C2)C(=O)OC(C)(C)C)=O)C